(S)-quinuclidin-3-yl (2,2-dimethyl-6-(3-(trifluoromethyl)phenyl)-2,3-dihydrobenzofuran-3-yl)carbamat CC1(OC2=C(C1NC(O[C@@H]1CN3CCC1CC3)=O)C=CC(=C2)C2=CC(=CC=C2)C(F)(F)F)C